5-(((Trans-3-(3-cyclopropyl-4-(5-fluoro-3-(piperazin-1-yl)pyridin-2-yl)-1H-pyrazol-1-yl)cyclobutyl)methyl)amino)-2-(2,6-dioxopiperidin-3-yl)isoindoline C1(CC1)C1=NN(C=C1C1=NC=C(C=C1N1CCNCC1)F)[C@@H]1C[C@H](C1)CNC=1C=C2CN(CC2=CC1)C1C(NC(CC1)=O)=O